(R)-2-(4-(4-isopropylpyrazolo[1,5-a]pyridin-2-yl)-1,4,6,7-tetrahydro-5H-imidazo[4,5-c]pyridin-5-yl)-5-(3-methylpyridin-2-yl)-1,3,4-oxadiazole C(C)(C)C=1C=2N(C=CC1)N=C(C2)[C@@H]2N(CCC1=C2N=CN1)C=1OC(=NN1)C1=NC=CC=C1C